NC1=NNC2=C1C(=NC(=C2)C2CCC(CC2)CO)C2=CC=C(CNC(C1=C(C=CC(=C1)F)OC)=O)C=C2 N-(4-(3-amino-6-((1r,4r)-4-(hydroxymethyl)cyclohexyl)-1H-pyrazolo[4,3-c]pyridin-4-yl)benzyl)-5-fluoro-2-methoxybenzamide